2-((1S,6R)-6-amino-2,2-difluorocyclohexyl)-N-(but-2-yn-1-yl)-5-chloro-3-iodothieno[3,2-b]pyridin-7-amine trifluoroacetate FC(C(=O)O)(F)F.N[C@@H]1CCCC([C@H]1C1=C(C2=NC(=CC(=C2S1)NCC#CC)Cl)I)(F)F